(2-fluoro-5-hydroxyphenyl){6-[3-(2-fluoro-5-tolyl)-4-(trifluoromethyl)-1-pyrazolyl]-2-aza-2-spiro[3.3]heptyl}methanone FC1=C(C=C(C=C1)O)C(=O)N1CC2(C1)CC(C2)N2N=C(C(=C2)C(F)(F)F)C=2C=CC(=C(C2)C)F